7-(3,4-dimethoxyphenyl)-N-(3,5-dimethylphenyl)pyrazolo[1,5-a]pyrimidine COC=1C=C(C=CC1OC)C1=CC=NC=2N1N(CC2)C2=CC(=CC(=C2)C)C